4-(3,3-difluorocyclobutoxy)-1-(trifluoromethyl)-5,6-dihydrospiro[cyclopenta[c]pyridine-7,2'-[1,3]dioxolan]-5-ol FC1(CC(C1)OC=1C2=C(C(=NC1)C(F)(F)F)C1(OCCO1)CC2O)F